C(CC=C)[Si](Cl)(Cl)CCCC=C (3-butenyl)(4-pentenyl)dichlorosilane